C(C)OC1C(N(C(N1)=O)C)=O 5-ethoxy-3-methylhydantoin